1-(((R)-1-((S)-3-cyclohexyl-2-(hydroxymethyl)propionyl)-4-hydroxy-3,3-dimethylpiperidin-4-yl)methyl)-N,N-dimethyl-6-oxo-4-phenyl-1,6-dihydropyridine-3-carboxamide C1(CCCCC1)C[C@H](C(=O)N1CC([C@@](CC1)(O)CN1C=C(C(=CC1=O)C1=CC=CC=C1)C(=O)N(C)C)(C)C)CO